C1(=CC=CC=C1)[C@H]1[C@@H](C1)NCC1CCNCC1 {Trans}-2-phenyl-N-(piperidin-4-ylmethyl)cyclopropanamine